C(C(C)C)NC(=O)N1C=NC2=C1C=C(C(=C2)OC)C=2C=NC=NC2 N-isobutyl-5-methoxy-6-(pyrimidin-5-yl)-1H-benzo[D]imidazole-1-carboxamide